OCCNC=1C2=C(N=CN1)OC(=C2C=2C=C(C=CC2)NC(C=C)=O)C2=CC=C(C=C2)N2CCOCC2 N-(3-{4-[(2-Hydroxyethyl)amino]-6-[4-(morpholin-4-yl)phenyl]furo[2,3-d]pyrimidin-5-yl}phenyl)prop-2-enamide